1-(1-(2-(4,4-dimethylpiperidin-1-yl)-3,6-dimethyl-4-oxo-4H-chromen-8-yl)ethyl)quinolin-4(1H)-one CC1(CCN(CC1)C=1OC2=C(C=C(C=C2C(C1C)=O)C)C(C)N1C=CC(C2=CC=CC=C12)=O)C